4-((2,3-dihydrobenzo[b][1,4]dioxin-6-yl) oxy)-3-methylpiperidine-1-carboxylate O1C2=C(OCC1)C=C(C=C2)OC2C(CN(CC2)C(=O)[O-])C